C(C1=CC=CC=C1)C1(CN(CC1)S(=O)(=O)C1=NN(N=C1)C)C=1C=C2C=NN(C2=CC1C)C=1C(=NN(C1)C)C 5-(3-benzyl-1-((2-methyl-2H-1,2,3-triazol-4-yl)sulfonyl)pyrrolidin-3-yl)-1-(1,3-dimethyl-1H-pyrazol-4-yl)-6-methyl-1H-indazole